2-chloro-4-((3-(3-hydroxy-4-methoxy-3-methylbutyl)-1-methyl-2-oxo-2,3-dihydro-1H-benzo[d]imidazol-5-yl)amino)nicotinonitrile ClC1=C(C#N)C(=CC=N1)NC1=CC2=C(N(C(N2CCC(COC)(C)O)=O)C)C=C1